OC(=O)C(F)(F)F.O1NC(CC1)C=1C=C(C=NC1)C(=O)NC 5-(isoxazolidin-3-yl)-N-methyl-pyridine-3-carboxamide TFA salt